ClC1NC2=CC=CC=C2C(N1C1=C(C=CC=C1)OC1CC1)=O 2-Chloro-3-(2-cyclopropoxyphenyl)-2,3-dihydroquinazolin-4(1H)-one